COC1=CC(=NC=C1)C=1N=C(C2=C(N1)CCC2)N(CC(=O)NC=2C=NC(=CC2)C)C 2-{[2-(4-methoxypyridin-2-yl)-5H,6H,7H-cyclopenta[d]pyrimidin-4-yl](methyl)amino}-N-(6-methylpyridin-3-yl)acetamide